4-[1-(2-hydroxyethyl)pyrazol-4-yl]-N-(2-[[(2S)-2-methylpyrrolidin-1-yl]methyl]-1H-pyrrolo[3,2-c]pyridin-6-yl)benzamide OCCN1N=CC(=C1)C1=CC=C(C(=O)NC2=CC3=C(C=N2)C=C(N3)CN3[C@H](CCC3)C)C=C1